ClC1=C(N=C(NC1=O)C1=C(N=CS1)C)N1[C@@H](COCC1)C 5-chloro-4-[(3R)-3-methylmorpholin-4-yl]-2-(4-methylthiazol-5-yl)-1H-pyrimidin-6-one